1-[4-cyano-6-(pyrrolidin-1-yl)pyrimidin-2-yl]-1H-pyrazole-4-carboxylic acid C(#N)C1=NC(=NC(=C1)N1CCCC1)N1N=CC(=C1)C(=O)O